7'-((7H-pyrrolo[2,3-d]pyrimidin-4-yl)amino)-8'-methoxy-5'-methyl-1'H-spiro[cyclopentane-1,2'-quinazoline]-4'(3'H)-one hydrochloride Cl.N1=CN=C(C2=C1NC=C2)NC2=CC(=C1C(NC3(NC1=C2OC)CCCC3)=O)C